syn-adamantane C12CC3CC(CC(C1)C3)C2